(S)-2-chloro-5-(4-cyclopropyl-1H-imidazol-1-yl)-N-(6-(5-methyl-6,7-dihydro-5H-pyrrolo[2,1-c][1,2,4]triazol-3-yl)pyridin-2-yl)thiophene-3-carboxamide ClC=1SC(=CC1C(=O)NC1=NC(=CC=C1)C=1N2C(=NN1)CC[C@@H]2C)N2C=NC(=C2)C2CC2